1-[(6-{3-Azabicyclo[3.1.0]hex-3-yl}-2-cyanopyridin-3-yl)methyl]-1H-pyrazole-4-carboxylic acid ethyl ester C(C)OC(=O)C=1C=NN(C1)CC=1C(=NC(=CC1)N1CC2CC2C1)C#N